CN([C@@H](CC1=CC=CC=C1)C(=O)O)C(CC(C)=O)=O methyl-(3-oxobutanoyl)phenylalanine